Methyl {8-fluoro-2-[4-(4-fluorophenyl)-1-piperazinyl]-3-[2-methoxy-5-(trifluoromethyl)phenyl]-3,4-dihydro-4-quinazolinyl}acetate FC=1C=CC=C2C(N(C(=NC12)N1CCN(CC1)C1=CC=C(C=C1)F)C1=C(C=CC(=C1)C(F)(F)F)OC)CC(=O)OC